O[C@@H]1C[C@H]2[C@@H]3CCC([C@@]3(C)CC[C@@H]2[C@]2(CCC(CC12)CCCC(=O)O)C)=O 4-(6β-hydroxy-17-ketoandrostan-3-yl)butanoic acid